OCCOC1=CC=C(C=C1)C1(C=2C=CC=CC2C(C2=CC=CC=C12)=O)C1=CC=C(C=C1)OCCO 10,10-bis(4-(2-hydroxyeth-oxy)phenyl)anthracen-9-on